C(C)OC(=C)C1=CC(=CC=2N=C3OC[C@@H]4COCCN4C3=NC12)F (7S)-16-(1-ethoxyvinyl)-14-fluoro-5,9-dioxa-2,11,18-triazatetracyclo[8.8.0.02,7.012,17]octadeca-1(18),10,12(17),13,15-pentaene